tert-butyl 4-(4-methyl-3-((1-(7-(((trifluoromethyl)sulfonyl)oxy)quinolin-5-yl)cyclopropyl)carbamoyl)phenyl)piperazine-1-carboxylate CC1=C(C=C(C=C1)N1CCN(CC1)C(=O)OC(C)(C)C)C(NC1(CC1)C1=C2C=CC=NC2=CC(=C1)OS(=O)(=O)C(F)(F)F)=O